5-[2-(1H-pyrazol-4-yl)pyrimidin-5-yl][1,3]thiazolo[5,4-d][1,3]thiazol-2-amine N1N=CC(=C1)C1=NC=C(C=N1)C=1SC2=C(N1)SC(=N2)N